2,6-dibromospiro[cyclopenta[2,1-b:3,4-b']dithiophene-4,2'-[1,3]dioxolane] BrC1=CC2=C(S1)C=1SC(=CC1C21OCCO1)Br